1-(3-chloro-2,4-difluorophenyl)-2-(4-(trifluoromethyl)cyclohexyl)ethane-1-amine ClC=1C(=C(C=CC1F)C(CC1CCC(CC1)C(F)(F)F)N)F